FC(C=1C=CC2=C(NC(=N2)[C@@H]2[C@H]3OC4=C([C@H]32)C=C(C=C4)OC4=C3CCC(NC3=NC=C4)=O)C1)(F)F 5-(((1R,1aS,6bR)-1-(6-(trifluoromethyl)-1H-benzo[d]imidazol-2-yl)-1a,6B-dihydro-1H-cyclopropa[B]benzofuran-5-yl)oxy)-3,4-dihydro-1,8-naphthyridin-2(1H)-one